3-((4-(2-(((2-(2,6-dioxopiperidin-3-yl)-6-fluoro-1,3-dioxoisoindolin-5-yl)methyl)(methyl)amino)-4-methylthiazol-5-yl)-5-fluoropyrimidin-2-yl)amino)benzenesulfonamide O=C1NC(CCC1N1C(C2=CC(=C(C=C2C1=O)CN(C=1SC(=C(N1)C)C1=NC(=NC=C1F)NC=1C=C(C=CC1)S(=O)(=O)N)C)F)=O)=O